NC=1C2=C(N=CN1)N(C=C2)[C@@H]2C[C@]([C@H]([C@H]2O)O)(C)COC2=CC=C1C=CC(=NC1=C2)N (1s,2r,3r,5r)-5-(4-amino-7H-pyrrolo[2,3-d]pyrimidin-7-yl)-3-(((2-aminoquinolin-7-yl)oxy)methyl)-3-methylcyclopentane-1,2-diol